tert-butyl 4-(3-((2-(4-fluorobenzylcarbamoyl)pyridin-4-yl)methyl)-4-oxo-3,4-dihydroquinazolin-6-yl)-1H-pyrazole-1-carboxylat FC1=CC=C(CNC(=O)C2=NC=CC(=C2)CN2C=NC3=CC=C(C=C3C2=O)C=2C=NN(C2)C(=O)OC(C)(C)C)C=C1